N-(tris(hydroxylmethyl)methyl)acrylamide OCC(NC(C=C)=O)(CO)CO